Methyl 5-((3,5-dibromobenzyl)oxy)-2-hydroxybenzoate BrC=1C=C(COC=2C=CC(=C(C(=O)OC)C2)O)C=C(C1)Br